C[SH3](C1(CC1)C1=C2C(=NC(=C1)N1[C@@H](COCC1)C)N(CS2=O)C2=CC(=NN2)C)C(=O)[SH3](C)C2(CC2)C2=C1C(=NC(=C2)N2[C@@H](COCC2)C)N(CS1=O)C1=CC(=NN1)C (methyl)(1-(3-(3-methyl-1H-pyrazol-5-yl)-5-((R)-3-methylmorpholino)-1-oxidothiazolo[4,5-b]pyridin-7-yl) cyclopropyl)-λ6-sulfanyl ketone